Cl.COCCOC1=C(CNC2CCC(CC2)N)C=C(C=C1)OC(F)(F)F N1-(2-(2-methoxyethoxy)-5-(trifluoromethoxy)benzyl)cyclohexane-1,4-diamine hydrochloride